2-methacryloxydodecylphosphate-ethanolamine C(O)CN.C(C(=C)C)(=O)OC(COP(=O)(O)O)CCCCCCCCCC